COC=1C=CC(=C(C1)B(O)O)C(F)(F)F (5-methoxy-2-(trifluoromethyl)phenyl)boronic acid